tert-butyl (1R)-1-(4-(4-(4-(2-(2,6-dioxopiperidin-3-yl)-1-oxoisoindolin-5-yl)piperazin-1-yl)butoxy)phenyl)ethylcarbamate O=C1NC(CCC1N1C(C2=CC=C(C=C2C1)N1CCN(CC1)CCCCOC1=CC=C(C=C1)[C@@H](C)NC(OC(C)(C)C)=O)=O)=O